1,2,3,4,10,14b-hexahydro-2-methyl-Dibenzo[c,f]pyrazino[1,2-a]azepine hydrochloride Cl.CN1CC2N(C3=C(CC4=C2C=CC=C4)C=CC=C3)CC1